FC=1C=C(OCCC[Sn](C)(C)C)C=CC1 3-(3-fluorophenoxy)propyltrimethyltin